C1N(CC12CCNCC2)C2=NN=CC1=CC=C(C=C21)CC(F)(F)F 1-(2,7-diazaspiro[3.5]non-2-yl)-7-(2,2,2-trifluoroethyl)phthalazine